2-(dimethylamino)ethylacrylamide CN(CCC(C(=O)N)=C)C